1-propenoxy-N,N-dimethylamine C(=CC)OCNC